C(CCCCCCC\C=C/C\C=C/CCCCC)OC(CCCCCCCN(CCCCCCCC(=O)OCCCCCCCC\C=C/C\C=C/CCCCC)CCCN(CCCCCCCC(=C=O)OCCCCCCCC\C=C/C\C=C/CCCCC)CCO)=O di((9Z,12Z)-octadec-9,12-dien-1-yl)8,8'-((3-((2-hydroxyethyl)(8-(((9Z,12Z)-octadec-9,12-dien-1-yl)oxy)-8-carbonyloctyl)amino)propyl)azanediyl)dioctanoate